F[P-](F)(F)(F)(F)F.N1CCCC1.N1CCCC1.N1CCCC1.[O+2].F[P-](F)(F)(F)(F)F oxygen tripyrrolidine hexafluorophosphate